C(C=CCCCCCCC)=O deca-carbenealdehyde